(S)-4-(4-(5-(difluoromethyl)-1H-1,2,4-triazol-1-yl)-3-fluorophenyl)-2,2-dimethyl-oxazolidine-3-carboxylic acid tert-butyl ester C(C)(C)(C)OC(=O)N1C(OC[C@@H]1C1=CC(=C(C=C1)N1N=CN=C1C(F)F)F)(C)C